CN(CCCN(CC(C)O)CC(C)O)C 1,1'-[[3-(dimethylamino)propyl]imino]dipropan-2-ol